S(CCN)CCN 2,2'-thiobis(ethylamine)